COC=1C(=NC=C(C1)OC)N1CC(C1)C1=C(C=CC=C1)C(C)C N-(3,5-dimethoxypyridin-2-yl)-3-(2-isopropylphenyl)azetidine